N1=CC=C(C=C1)N(C(S)=S)C N-(4-pyridyl)-N-methyl-dithiocarbamic acid